4-(trifluoromethyl)-6-(2-(((1R,3R)-3-(4-(4-(trifluoromethyl)-1H-pyrrolo[2,3-c]pyridin-7-yl)piperazine-1-carbonyl)cyclobutyl)amino)propan-2-yl)pyridazin-3(2H)-one FC(C=1C(NN=C(C1)C(C)(C)NC1CC(C1)C(=O)N1CCN(CC1)C=1N=CC(=C2C1NC=C2)C(F)(F)F)=O)(F)F